C1(=CC=CC2=CC=CC=C12)[C@@H](C)NC[C@@H]1OC2=CC=CC=C2C2(OC=CO2)C1 (R)-1-(naphthalen-1-yl)-N-(((R)-spiro[chromane-4,2'-[1,3]dioxol]-2-yl)methyl)ethan-1-amine